1-phenyl-3-(thiophen-2-yl)-1-propanone C1(=CC=CC=C1)C(CCC=1SC=CC1)=O